CC1=C(C=2N(C=C1C1=C(C=3C(=CN=C(C3F)C3CCC(CC3)NCC(C)(C)C)N1)C(C)C)N=CN2)C 4-(2-(7,8-dimethyl-[1,2,4]triazolo[1,5-a]pyridin-6-yl)-4-fluoro-3-isopropyl-1H-pyrrolo[2,3-c]pyridin-5-yl)-N-neopentylcyclohexan-1-amine